C(C)(C)(C)OC(=O)N1CC(N(CC1)C1=NC(=NC(=C1Cl)Cl)C1=CC(=NC=C1)F)C(F)(F)F 4-[5,6-dichloro-2-(2-fluoro-4-pyridinyl)pyrimidin-4-yl]-3-(trifluoromethyl)piperazine-1-carboxylic acid tert-butyl ester